Tert-butyl (4-(2-methoxyacetyl)pyridin-2-yl)carbamate COCC(=O)C1=CC(=NC=C1)NC(OC(C)(C)C)=O